dihydrodispiro[imidazolidine-4,1'-cyclohexane-4',7''-indeno[5,6-b]furan]-2,5-dione O1C2=C(CC1)C=C1C=CC3(C1=C2)CCC2(CC3)NC(NC2=O)=O